C1=C(C=CC=2SC3=C(C21)C=CC=C3)OB(O)O dibenzo[b,d]thiophen-2-yl-boric acid